C(C)N1C(=NC(=C1)C(F)(F)F)C1=C(C#N)C=CC=C1 2-(1-ethyl-4-(trifluoromethyl)-1H-imidazol-2-yl)benzonitrile